pentyl bromide C(CCCC)Br